p-carbazolyl-3,5-dicyanopyridine C1(=CC=CC=2C3=CC=CC=C3NC12)C1=C(C=NC=C1C#N)C#N